FC=1C=C(CN2CCC(CC2)CC2C(C3=CC=C(C=C3C2)C2CCNCC2)=O)C=CC1 2-((1-(3-fluorobenzyl)piperidine-4-yl)methyl)-5-(piperidine-4-yl)-2,3-dihydro-1H-indene-1-one